FC1=C(O[P@@](=O)(OC2=CC=CC=C2)N[C@@H](C)C(=O)OC)C(=C(C(=C1F)F)F)F METHYL ((S)-(PERFLUOROPHENOXY)(PHENOXY)PHOSPHORYL)-L-ALANINATE